C(C)(C)(C)C=1C=C(CC2=C(C(=C(C(=C2C)CC2=CC(=C(C(=C2)C(C)(C)C)O)C(C)(C)C)C)CC2=CC(=C(C(=C2)C(C)(C)C)O)C(C)(C)C)C)C=C(C1O)C(C)(C)C 1,3,5-tris(3,5-di-tert-butyl-4-hydroxybenzyl)2,4,6-trimethylbenzene